NC1=CC=C(C=C1)C1CCN(CC1)C=1C=NN(C1)C1CCN(CC1)C1=NC=C(C=N1)C=1C=C2C(=NC1)N(C=C2C(C2=C(C(=CC=C2F)NS(N(C)CC)(=O)=O)F)=O)C(C2=CC=CC=C2)(C2=CC=CC=C2)C2=CC=CC=C2 5-[2-[4-[4-[4-(4-aminophenyl)-1-piperidyl]pyrazol-1-yl]-1-piperidyl]pyrimidin-5-yl]-3-[3-[[ethyl(methyl)sulfamoyl]amino]-2,6-difluoro-benzoyl]-1-trityl-pyrrolo[2,3-b]pyridine